N-methyl-N-(4-((S)-1-tritylaziridine-2-carbonyl)-1,4-diazepane-1-carbonyl)-L-valine CN([C@@H](C(C)C)C(=O)O)C(=O)N1CCN(CCC1)C(=O)C1[N@](C1)C(C1=CC=CC=C1)(C1=CC=CC=C1)C1=CC=CC=C1